1-[2-(3-vinylphenoxy)ethyl]pyrrolidine-13C C(=C)C=1C=C(OCCN2[13CH2]CCC2)C=CC1